2-methylenepentanenitrile C=C(C#N)CCC